tertbutyl 3-(4-aminopyrazol-1-yl)azetidine-1-carboxylate NC=1C=NN(C1)C1CN(C1)C(=O)OC(C)(C)C